S=C1NCCC2=C1SC(=C2)CNC(OC(C)(C)C)=O tert-butyl ((7-thioxo-4,5,6,7-tetrahydrothieno[2,3-c]pyridin-2-yl)methyl)carbamate